C(C)(C)(C)OC(=O)N1CCC2(CC1)[C@@H](C=1C(=NC(=CC1)COC1OCCCC1)C2)N[S@](=O)C(C)(C)C (5S)-5-[[(R)-tert-butylsulfinyl]amino]-2-(tetrahydropyran-2-yloxymethyl)spiro[5,7-dihydro-cyclopenta[b]pyridine-6,4'-piperidine]-1'-carboxylic acid tert-butyl ester